CS(=O)(C)=NC1=CC=C(C=C1)NC1=NC=NC(=C1)N1C=CC2=CC=CC=C12 N-[4-[[dimethyl(oxo)-λ6-sulfanylidene]amino]phenyl]-6-indol-1-yl-pyrimidin-4-amine